tert-butyl (1R,5S,6s)-6-((4-(2-(((benzyloxy)carbonyl)amino)propan-2-yl)-5-chloro-6-(4-fluorophenyl)pyridin-2-yl)oxy)-3-azabicyclo[3.1.0]hexane-3-carboxylate C(C1=CC=CC=C1)OC(=O)NC(C)(C)C1=CC(=NC(=C1Cl)C1=CC=C(C=C1)F)OC1[C@@H]2CN(C[C@H]12)C(=O)OC(C)(C)C